1-(hex-3-en-1-yloxy)dodec-1-ene C(CC=CCC)OC=CCCCCCCCCCC